NC1=C(C=C(C=N1)NC(C(=O)N(CC1=NC=C(C=C1)C(F)(F)F)[C@H]1[C@@H](CCC1)OC(F)F)=O)C N1-(6-amino-5-methylpyridin-3-yl)-N2-((1R,2R)-2-(difluoromethoxy)cyclopentyl)-N2-((5-(trifluoromethyl)pyridin-2-yl)methyl)oxalamide